cyclopentanecarboxylic acid {4-[2-((S)-2-amino-4,5-dihydro-oxazol-4-yl)-ethyl]-phenyl}-amide NC=1OC[C@@H](N1)CCC1=CC=C(C=C1)NC(=O)C1CCCC1